carbon (ethylenediamine) C(CN)N.[C]